NC=1N=CC2=C(N1)NC(=C2)C=2C(=C(C=CC2F)NS(=O)(=O)C=2C(=NC=C(C2)Cl)OC)F N-[3-(2-amino-7H-pyrrolo[2,3-d]pyrimidin-6-yl)-2,4-difluorophenyl]-5-chloro-2-methoxypyridine-3-sulfonamide